2-(3-azaspiro[5.5]undec-9-yl)acetaldehyde C1CNCCC12CCC(CC2)CC=O